COC=1C=C2C=CC(=CC2=CC1)[C@@H]([C@@H](C=C)CSC1=CC=CC=C1)O (1R,2R)-1-(6-methoxynaphthalen-2-yl)-2-((phenylthio)methyl)but-3-en-1-ol